3-{6-fluoro-2-oxo-4-phenyl-3-[(2E)-3-(pyridin-3-yl)prop-2-enoyl]-1,2-dihydroquinolin-1-yl}propionitrile FC=1C=C2C(=C(C(N(C2=CC1)CCC#N)=O)C(\C=C\C=1C=NC=CC1)=O)C1=CC=CC=C1